6-fluoro-3-(2H-isoindol-2-yl)isoquinoline (R)-Methyl-2-amino-3-mercaptopropanoate hydrochloride Cl.COC([C@H](CS)N)=O.FC=1C=C2C=C(N=CC2=CC1)N1C=C2C=CC=CC2=C1